(R)-5-((1H-pyrrolo[2,3-b]pyridin-4-yl)thio)-2-(1-amino-8-azaspiro[4.5]decan-8-yl)-3-methylpyrimidin-4(3H)-one hydrochloride Cl.N1C=CC=2C1=NC=CC2SC=2C(N(C(=NC2)N2CCC1(CCC[C@H]1N)CC2)C)=O